O(C1=CC=CC=C1)C1=CC=C(C=C1)NC=1C=C(N=NC1)CO (5-((4-phenoxyphenyl)amino)pyridazin-3-yl)methanol